ethyl-4-(5-methyl-2-((1-methyl-1H-pyrazol-5-yl)amino)pyrimidin-4-yl)oxazole C(C)C=1OC=C(N1)C1=NC(=NC=C1C)NC1=CC=NN1C